C(CCCCCCCCCCC)OCC(C[N+]1=CC2=CC=CC=C2CC1)OS(=O)(=O)O 2-[3-(dodecyloxy)-2-(sulfoxy)propyl]-3,4-dihydroisoquinolinium